(benzyloxy)-6-chloroimidazo[1,2-b]pyridazine C(C1=CC=CC=C1)OC=1N=C2N(N=C(C=C2)Cl)C1